N1=C(C=CC=C1C=1N=NN(C1)C=1C(=C(C(=O)N)C=CC1)O)C=1N=NN(C1)C=1C(=C(C(=O)N)C=CC1)O 4'-(pyridine-2,6-diyl-bis(1H-1,2,3-triazole-4,1-diyl))bis(2-hydroxybenzamide)